3H-thymine N1C(=O)NC(=O)C(C)=C1